CN(CCNC(=O)NC1=CC=C(C=C1)C=1C=CC2=C(N(C=N2)C2=CC=C(C=C2)C=2CCCCC2)C1)C 1-(2-(dimethylamino)ethyl)-3-(4-(1-(2',3',4',5'-tetrahydro-[1,1'-biphenyl]-4-yl)-1H-benzo[d]imidazol-6-yl)phenyl)urea